ethyl 2-(3-formyl-4-hydroxyphenyl)-4-methyl-thiazole-5-carboxylate C(=O)C=1C=C(C=CC1O)C=1SC(=C(N1)C)C(=O)OCC